ClC=1C=C2C(=NC(N(C2=CC1C1=C(C=CC=C1)F)C1=C(C=CC=C1)C(F)(F)F)=O)N1[C@H](CN(CC1)C(=O)OC(C)(C)C)C (S)-tert-Butyl 4-(6-chloro-7-(2-fluorophenyl)-2-oxo-1-(2-(trifluoromethyl)phenyl)-1,2-dihydroquinazolin-4-yl)-3-methylpiperazine-1-carboxylate